FC(CCN1CC(C1)=CC1=CC=C(C=C1)C1=C(CCCC2=C1C=CC(=C2)C(=O)O)C2=C(C(=CC=C2)F)C(F)(F)F)F 9-(4-((1-(3,3-difluoropropyl)azetidin-3-ylidene)methyl)phenyl)-8-(3-fluoro-2-(trifluoromethyl)phenyl)-6,7-dihydro-5H-benzo[7]annulene-3-carboxylic acid